NC1=NC=CC=C1C1=NC=2C(=NC(=CC2)C2=CC=C(C=C2)F)N1C1=CC=C(C=C1)C(O)([2H])[2H] (4-(2-(2-Aminopyridin-3-yl)-5-(4-fluorophenyl)-3H-imidazo[4,5-b]pyridin-3-yl)phenyl)methan-d2-ol